CC1=CC=CC=2NC(=NC21)C(=O)NC2CCC(CC2)NC2=CC=CC=1N2C=C(N1)C(F)(F)F 4-methyl-N-[(1s,4s)-4-{[2-(trifluoromethyl)imidazo[1,2-a]pyridin-5-yl]amino}cyclohexyl]-1H-1,3-benzodiazole-2-carboxamide